C(C)(C)(C)OC(=O)N1CC(C1)(C1=CC=CC=C1)CCOS(=O)(=O)C 3-(2-(methylsulfonyloxy)ethyl)-3-phenylazetidine-1-carboxylic acid tert-butyl ester